((1R)-2-([1,1'-biphenyl]-4-yl)-1-(2-methyl-3-oxo-3-((3-(trifluoromethoxy)benzyl)amino)propanamido)ethyl)boronic acid C1(=CC=C(C=C1)C[C@H](NC(C(C(NCC1=CC(=CC=C1)OC(F)(F)F)=O)C)=O)B(O)O)C1=CC=CC=C1